BrC=1C=CC=2N(C1)N=CC2S(=O)(=O)NC2=NC(=C(C=C2F)OCC(F)F)OC 6-bromo-N-[5-(2,2-difluoroethoxy)-3-fluoro-6-methoxy-2-pyridinyl]pyrazolo[1,5-a]pyridine-3-sulfonamide